COC(=O)C1=CC(=C2C(=N1)C(CC2)(C)C)CNCC2CCC2 4-(((cyclobutylmethyl)amino)methyl)-7,7-dimethyl-6,7-dihydro-5H-cyclopenta[b]pyridine-2-carboxylic acid methyl ester